ClC=1C=CC(=C(C1)C1=C(C=CC=C1F)F)C(=C)F 5-chloro-2',6'-difluoro-2-(1-fluoroethenyl)-1,1'-biphenyl